O(C1=CC=CC=C1)C1=CC=C(C=N1)NC1=NC=NC2=CC=C(C=C12)N1CCNCC1 N-(6-phenoxypyridin-3-yl)-6-(piperazin-1-yl)quinazolin-4-amine